3-cyclopropylmethoxy-N-(3,5-dichloro-pyridin-4-yl)-4-fluoromethoxy-benzamide C1(CC1)COC=1C=C(C(=O)NC2=C(C=NC=C2Cl)Cl)C=CC1OCF